ClC1=CC=C(C=C1)[C@H]([C@@H](C(=O)OCC[Si](C)(C)C)C)N1[C@@](C2=C(C=C(C=C2C1=O)C(=O)C1CCOCC1)F)(O)C1=CC=C(C=C1)Cl 2-(Trimethylsilyl)ethyl (2S,3S)-3-(4-chlorophenyl)-3-[(1R)-1-(4-chlorophenyl)-7-fluoro-1-hydroxy-5-(oxane-4-carbonyl)-3-oxo-2,3-dihydro-1H-isoindol-2-yl]-2-methylpropanoate